O=C([C@@H](C)NC(C)=O)N1CCN(CC1)C1=CC(=C(C=C1)[2H])C(F)(F)F (R,S)-N-(1-oxo-1-(4-(3-(trifluoromethyl)phenyl-4-d)piperazin-1-yl)propan-2-yl)acetamide